(Ra)-8-chloro-5-(2-methylpyridin-3-yl)-7-(trifluoromethyl)imidazo[1,2-a]Quinoxaline-4(5H)-on ClC1=C(C=C2N(C(C=3N(C2=C1)C=CN3)=O)C=3C(=NC=CC3)C)C(F)(F)F